O1CCN(CC1)C1=C2C(=NC(=C1)N1N=C(C=C1)C=1C=C(C=CC1)C)C=C(S2)CN2CCOCC2 4-((7-morpholino-5-(3-(m-tolyl)-1H-pyrazol-1-yl)thieno[3,2-b]pyridin-2-yl)methyl)morpholine